(3R)-tert-Butyl 9-(1-(4-(difluoromethoxy)phenyl)ethyl)-3-methyl-8-(methylcarbamoyl)-10-oxo-3,4,7,8,9,10-hexahydropyrido[4',3':3,4]pyrazolo[1,5-a]pyrazine-2(1H)-carboxylate FC(OC1=CC=C(C=C1)C(C)N1C(C=2N(CC1C(NC)=O)N=C1C2CN([C@@H](C1)C)C(=O)OC(C)(C)C)=O)F